C(#N)C[C@@H]1N(CCN(C1)C=1C2=C(N=C(N1)OC[C@H]1N(CCC1)C)CN(CC2)C2=C(C(=CC=C2)C)C(F)(F)F)C(=O)OCC2=CC=CC=C2 benzyl (2S)-2-(cyanomethyl)-4-[2-[[(2S)-1-methylpyrrolidin-2-yl]methoxy]-7-[3-methyl-2-(trifluoromethyl)phenyl]-6,8-dihydro-5H-pyrido[3,4-d]pyrimidin-4-yl]piperazine-1-carboxylate